2-(5-(cyclopropylmethyl)-3-(4'-fluoro-5-methyl-[1,1'-biphenyl]-3-yl)-4-(4-sulfamoylbenzyl)-1H-pyrazol-1-yl)thiazole-4-carboxylic acid C1(CC1)CC1=C(C(=NN1C=1SC=C(N1)C(=O)O)C=1C=C(C=C(C1)C)C1=CC=C(C=C1)F)CC1=CC=C(C=C1)S(N)(=O)=O